CC=1N(C2=NC(=NC(=C2N1)NN=CC1=CC(=CC=C1)C)N1CCOCC1)CCC1=CC=CC=C1 2-(8-methyl-6-(2-(3-methylbenzylidene)hydrazinyl)-2-morpholino-9H-purin-9-yl)-1-phenylethane